N1C=CC2=CC=C3C(=C12)C=CS3 thieno-indole